Calcium di-(di-isobutyryl lysinate) C(C(C)C)(=O)N([C@@H](CCCCN)C(=O)[O-])C(C(C)C)=O.C(C(C)C)(=O)N([C@@H](CCCCN)C(=O)[O-])C(C(C)C)=O.[Ca+2]